carboxyl-(methylal) C(=O)(O)COCOC